FC=1C=C(C=CC1)N1[C@H]2[C@@H](CCC1)N(CC2)C2=NC=CC(=C2)N2CCC(CC2)CCC(=O)OCC ethyl 3-(1-{2-[(3aR,7aR)-4-(3-fluorophenyl)-hexahydro-2H-pyrrolo[3,2-b]pyridin-1-yl]pyridin-4-yl}piperidin-4-yl)propanoate